ICCCCCCCCC(OCCCCCCC)OCCCCCCC 9-iodo-1,1-diheptoxynonane